C[C@@]12CCC[C@@]([C@H]1CC[C@]34[C@H]2CC[C@H](C3)C(=C)C4)(C)C(=O)[O-] ent-kaurenoate